C(C)[C@]1(C(OCC=2C(N3CC=4C(=NC=5C=C(C(=CC5C4CNS(=O)(=O)C4=CC=CC=C4)C)F)C3=CC21)=O)=O)O (S)-N-((4-ethyl-8-fluoro-4-hydroxy-9-methyl-3,14-dioxo-3,4,12,14-tetrahydro-1H-pyrano-[3',4':6,7]indolizino[1,2-b]quinolin-11-yl)methyl)benzene-sulfonamide